NCCC(C)NC(OC(C)(C)C)=O tert-butyl (4-aminobutan-2-yl)carbamate